CC(C)(C)S(=O)N[C@@H](C)C=1C=NC(=CC1)N1CCCC1 2-Methyl-N-((S)-1-(6-(pyrrolidin-1-yl)pyridin-3-yl)ethyl)propane-2-sulfinamide